3-(nitromethyl)oxetan-3-ol [N+](=O)([O-])CC1(COC1)O